ClC1=CC=C(C=C1)C1=CC=2C(=C(N=NC2CC=2NC=CC2)C(=O)N)S1 2-(4-chlorophenyl)-4-(2-pyrrylmethyl)-thieno[2,3-d]pyridazine-7-carboxamide